tert-butyl 3-(3,5-difluoro-4-bromophenoxy)azetidine-1-carboxylate FC=1C=C(OC2CN(C2)C(=O)OC(C)(C)C)C=C(C1Br)F